5,7-di-tert-butyl-3-(3,4-dimethylphenyl)-3H-1-benzofuran-2-one C(C)(C)(C)C=1C=C(C2=C(C(C(O2)=O)C2=CC(=C(C=C2)C)C)C1)C(C)(C)C